3-((5-(chloromethyl)pyrimidin-4-yl)amino)piperidine-2,6-dione ClCC=1C(=NC=NC1)NC1C(NC(CC1)=O)=O